chlorous acid, chlorite salt Cl(=O)O.Cl(=O)O